FC(C=1C=C2CNCC2=CC1)(F)F 5-(trifluoromethyl)isoindoline